O=C1NC(CCC1N1C(N(C2=C1C=CC(=C2)C2=CC=C(C=C2)C#CC(=O)N2CCN(CC2)C(=O)OC(C)(C)C)C)=O)=O Tert-butyl 4-(3-(4-(1-(2,6-dioxopiperidin-3-yl)-3-methyl-2-oxo-2,3-dihydro-1H-benzo[d]imidazol-5-yl)phenyl)propioloyl)piperazine-1-carboxylate